1-[6-(4-tert-Butyl-cyclohexyloxy)-naphthalen-2-ylmethyl]-4-propyl-piperidin C(C)(C)(C)C1CCC(CC1)OC=1C=C2C=CC(=CC2=CC1)CN1CCC(CC1)CCC